3-(2-(4-butylphenyl)-2-oxoethyl)-3-hydroxy-1-phenethylindol-2-one C(CCC)C1=CC=C(C=C1)C(CC1(C(N(C2=CC=CC=C12)CCC1=CC=CC=C1)=O)O)=O